ClC=1OC2=C(N1)C=CC(=C2)N2CCOCC2 2-chloro-6-morpholinylbenzo[d]oxazole